[O].[N].[F] fluorine nitrogen oxygen